4,5-Difluoro-2-iodobenzoyl chloride FC1=CC(=C(C(=O)Cl)C=C1F)I